FC=1C=C(C=CC1OC(C)C)C(C(=O)OCC)=O Ethyl 2-(3-fluoro-4-isopropoxyphenyl)-2-oxoacetate